Cl.ClCCNC(C)C N-(2-chloroethyl)propan-2-amine hydrochloride